tert-butyl 4-(7-oxothiazolo[4,5-d]pyridazin-6(7H)-yl)piperidine-1-carboxylate O=C1C2=C(C=NN1C1CCN(CC1)C(=O)OC(C)(C)C)N=CS2